(S)-1-((2'-(difluoromethyl)-4-methoxy-[2,4'-bipyridin]-5-yl)oxy)-2,4-dimethylpentan-2-amine FC(C1=NC=CC(=C1)C1=NC=C(C(=C1)OC)OC[C@](CC(C)C)(N)C)F